C(CN(CCO)CCO)N(CCO)CCO 2,2',2'',2'''-(1,2-ethanediyldinitrilo)tetrakis[ethanol]